FC=1C=C(C=C(C1)F)[C@H]1N(OCC1)C(=O)[C@@H]1CC[C@H](CC1)CN1N=C(C2=CC=CC=C12)C trans-((S)-3-(3,5-difluorophenyl)isoxazolidin-2-yl)(4-((3-methyl-1H-indazol-1-yl)methyl)cyclohexyl)methanone